(S)-1-(1-((tert-Butoxycarbonyl)amino)propan-2-yl)-1H-imidazole-5-carboxylic acid methyl ester COC(=O)C1=CN=CN1[C@H](CNC(=O)OC(C)(C)C)C